9-β-D-arabinofuranosyl-2-fluoroadenine 5'-monophosphate C1=NC2=C(N=C(N=C2N1[C@H]3[C@H]([C@@H]([C@H](O3)COP(=O)(O)O)O)O)F)N